1H-indole-1,5-dicarboxamide N1(C=CC2=CC(=CC=C12)C(=O)N)C(=O)N